Methyl 2-cyano-6-fluorobenzo[d]thiazole-4-carboxylate C(#N)C=1SC=2C(N1)=C(C=C(C2)F)C(=O)OC